glutamic acid Benzyl ester nitrogen [N].C(C1=CC=CC=C1)OC([C@@H](N)CCC(=O)O)=O